ClC=1C(=CC(=NC1)C(C(=O)N)CC1CNCCO1)C1=C2N(N=C1)CC(C2)(C)C (5-chloro-4-(5,5-dimethyl-5,6-dihydro-4H-pyrrolo[1,2-b]pyrazol-3-yl)pyridin-2-yl)-3-(morpholin-2-yl)propionamide